4-fluoro-1-[2-(5-fluoro-2-methoxyphenyl)acetyl]-N-{phenyl-[4-(prop-2-yl)phenyl]methyl}pyrrolidine-2-carboxamide 4-Methyl-2-pentyl-crotonat CC/C=C(/C(=O)O)\CCCCC.FC1CC(N(C1)C(CC1=C(C=CC(=C1)F)OC)=O)C(=O)NC(C1=CC=C(C=C1)C(C)C)C1=CC=CC=C1